COC(C(C(C(F)F)(F)F)(F)F)F 1,2,2,3,3,4,4-heptafluorobutyl methyl ether